2-{[(2S)-1,4-dioxan-2-yl]methyl}-N-{[(2S,5R)-5-methyloxacyclopent-2-yl]methyl}-8-(trifluoromethyl)-4,5-dihydro-2H-furo[2,3-g]indazole-7-carboxamide O1[C@H](COCC1)CN1N=C2C3=C(CCC2=C1)OC(=C3C(F)(F)F)C(=O)NC[C@H]3O[C@@H](CC3)C